4-(methylamino)-6-(trifluoromethyl)nicotinic acid CNC1=CC(=NC=C1C(=O)O)C(F)(F)F